C[N+]1(CCCCC1)CCCCCC 1-methyl-1-hexylpiperidinium